CC1=C(C=CC=C1C)N1CCN(CC1)C(CN1N=C(C2=C1CCC2)C(=O)N2CCC(CC2)C(C)(C)O)=O 1-[4-(2,3-Dimethylphenyl)piperazin-1-yl]-2-{3-[4-(2-hydroxypropan-2-yl)piperidin-1-carbonyl]-5,6-dihydrocyclopenta[c]pyrazol-1(4H)-yl}ethan-1-on